6,7-dihydroxy-2-(4-phenoxyphenyl)-4H-chromen-4-one OC=1C=C2C(C=C(OC2=CC1O)C1=CC=C(C=C1)OC1=CC=CC=C1)=O